C(C)(C)(C)NC=1C2=C(N=C(N1)C1=CC=NC=C1)C=NC=C2NCCOCCO 2-(2-{[4-(tert-butylamino)-2-(pyridin-4-yl)pyrido[3,4-d]pyrimidin-5-yl]amino}ethoxy)ethan-1-ol